2-hydroxy-9-methyl-N-(4-methyl-1,1-dioxidotetrahydro-2H-thiopyran-4-yl)-9H-purine-8-carboxamide OC1=NC=C2N=C(N(C2=N1)C)C(=O)NC1(CCS(CC1)(=O)=O)C